P(OC1=CC(=C(C=C1C(C)(C)C)C(CCCCCCCCCCCCCCCC)C1=C(C=C(C(=C1)C(C)(C)C)OP([O-])[O-])C)C)([O-])[O-] (tridecyl)-4,4'-butylidenebis(3-methyl-6-tert-butylphenyl) bisphosphite